5-(6-formylpyridin-3-yl)-2-methylbenzamide C(=O)C1=CC=C(C=N1)C=1C=CC(=C(C(=O)N)C1)C